tert-butyl (2-(3-((pyridin-2-ylmethyl)carbamoyl)-1,2,4-oxadiazol-5-yl)ethyl)carbamate N1=C(C=CC=C1)CNC(=O)C1=NOC(=N1)CCNC(OC(C)(C)C)=O